N,N-dimethyloleyloxy-2,3-dioleyloxy-propylamine CN(C)CC(C(OCCCCCCCC\C=C/CCCCCCCC)OCCCCCCCC\C=C/CCCCCCCC)OCCCCCCCC\C=C/CCCCCCCC